BrCC\C=C\CCCCCCCC(OCCCC)OCCCC (3E)-1-bromo-12,12-dibutoxy-3-dodecene